O=C1N(C(CC1)=O)OCCC(=O)O 3-(2,5-dioxopyrrolidin-1-yloxy)propanoic acid